CC=1C=CC(N(C1)C1=CC(=CC=C1)B1OC(C(O1)(C)C)(C)C)=O 5-methyl-1-(3-(4,4,5,5-tetramethyl-1,3,2-dioxaborolan-2-yl)phenyl)pyridin-2(1H)-one